NC=1C2=C(N=CN1)N(C=C2)[C@H]2[C@H](O)[C@@](O)([C@H](O2)CO)C 4-amino-7-(3-C-methyl-β-D-xylofuranosyl)-7H-pyrrolo[2,3-d]pyrimidine